(R)-2-((1-(2-cyano-7-methyl-3-(pyridin-4-yl)quinoxalin-5-yl)ethyl)-amino)benzoic acid C(#N)C1=NC2=CC(=CC(=C2N=C1C1=CC=NC=C1)[C@@H](C)NC1=C(C(=O)O)C=CC=C1)C